ClC1=CC(=C(C=C1)[C@H](C(=O)N1CCN(CC1)C=1C2=C(N=CN1)[C@H](C[C@H]2C)O)CNC2CCOCC2)F (S)-2-(4-chloro-2-fluorophenyl)-1-(4-((5R,7S)-7-hydroxy-5-methyl-6,7-dihydro-5H-cyclopenta[d]pyrimidin-4-yl)piperazin-1-yl)-3-(tetrahydro-2H-pyran-4-ylamino)propan-1-one